C(C)N1CC2=CC(=C(C=C2CC1)NC1=NC=C(C(=N1)C1=CC2=C(C(N(CCS2(=O)=O)C)=O)S1)C(F)(F)F)SC 7-(2-((2-ethyl-7-(methylthio)-1,2,3,4-tetrahydroisoquinolin-6-yl)amino)-5-(trifluoromethyl)pyrimidin-4-yl)-4-methyl-3,4-dihydrothieno[2,3-f][1,4]thiazepin-5(2H)-one 1,1-dioxide